2-(3,3-difluoro-8-methyl-1-(triisopropylsilyl)non-1-yn-5-yl)cyclohex-1-ene-1-carboxylate FC(C#C[Si](C(C)C)(C(C)C)C(C)C)(CC(CCC(C)C)C1=C(CCCC1)C(=O)[O-])F